ClC1=NC=CC(=C1C1(C[C@H](N(CC1)C(=O)OC(C)(C)C)C)OC)C tert-butyl (2R)-4-(2-chloro-4-methylpyridin-3-yl)-4-methoxy-2-methylpiperidine-1-carboxylate